2-(2-(3,6-dihydro-2H-pyran-4-yl)-5-ethyl-6-(4-(3-hydroxypicolinoyl)piperazin-1-yl)-7-oxo-[1,2,4]triazolo[1,5-a]pyrimidin-4(7H)-yl)-N-(4-(trifluoromethyl)phenyl)acetamide O1CCC(=CC1)C1=NN2C(N(C(=C(C2=O)N2CCN(CC2)C(C2=NC=CC=C2O)=O)CC)CC(=O)NC2=CC=C(C=C2)C(F)(F)F)=N1